[N+](=O)([O-])C=1C=CC2=C(OC[C@@H]3N2CCN(C3)C(=O)OC(C)(C)C)C1 tert-butyl (R)-8-nitro-1,2,4a,5-tetrahydrobenzo[b]pyrazino[1,2-d][1,4]oxazine-3(4H)-carboxylate